BrC1=CC=C2OC=3C=CC(=CC3N(C2=C1)CCN1CCOCC1)C=1C=C2C=CN(C2=CC1)C(=O)OC(C)(C)C tert-butyl 5-(8-bromo-10-(2-morpholinoethyl)-10H-phenoxazin-2-yl)-1H-indole-1-carboxylate